2-[4-((E)-3-piperidin-1-ylpropenyl)phenyl]-2H-chromen-6-ol N1(CCCCC1)C/C=C/C1=CC=C(C=C1)C1OC2=CC=C(C=C2C=C1)O